C(C)(C)C1=C(NC2=CC=C(C=C12)C(C(=O)N1CCC2(CCN(C2)C)CC1)(C)C)C1=CC(=NC=C1)C 2-(3-isopropyl-2-(2-methylpyridin-4-yl)-1H-indol-5-yl)-2-methyl-1-(2-methyl-2,8-diazaspiro[4.5]decan-8-yl)propan-1-one